methyl (2S)-2-(((2-(3-chlorophenyl)-1-(2,3-dihydro-1H-inden-5-yl)-2-methylpropoxy)carbonyl)amino)-3-cyclohexylpropanoate ClC=1C=C(C=CC1)C(C(OC(=O)N[C@H](C(=O)OC)CC1CCCCC1)C=1C=C2CCCC2=CC1)(C)C